acryloyloxyheptyltriethoxysilane C(C=C)(=O)OCCCCCCC[Si](OCC)(OCC)OCC